(2S,3R)-2-{[5-(cyclopropylmethoxy)-2-methyl-2H-indazol-3-yl]formamido}-3-hydroxybutanamide C1(CC1)COC1=CC2=C(N(N=C2C=C1)C)C(=O)N[C@H](C(=O)N)[C@@H](C)O